N-(3-(2-aminoquinazolin-6-yl)-2,4-difluorophenyl)-5-chloro-2-methoxypyridine-3-sulfonamide NC1=NC2=CC=C(C=C2C=N1)C=1C(=C(C=CC1F)NS(=O)(=O)C=1C(=NC=C(C1)Cl)OC)F